FC(C1=CC=CC(=N1)C(=O)OC)(F)F methyl 6-(trifluoromethyl)picolinate